adenine hemifumarate C(\C=C\C(=O)O)(=O)O.N1=CN=C2N=CNC2=C1N.N1=CN=C2N=CNC2=C1N